ClCOC([C@H](C(C)C)NC(=O)OC(C)(C)C)=O (S)-2-t-butoxycarbonylamino-3-methylbutanoic acid chloromethyl ester